COC1=CC=C(CCC(=O)O)C=C1.C(C)(=O)OCC1=CC=C(C=C1)OC anisyl acetate (4-methoxybenzyl acetate)